NC1=NC=CC=C1C1=NC=2C(=NC(=CC2)N(C([2H])([2H])[2H])C([2H])([2H])[2H])N1C1=CC=C(CN2CCC(CC2)NC2=NC(=NC=C2)C#N)C=C1 4-((1-(4-(2-(2-aminopyridin-3-yl)-5-(bis(methyl-d3)amino)-3H-imidazo[4,5-b]pyridin-3-yl)benzyl)piperidin-4-yl)amino)pyrimidine-2-carbonitrile